2-{3-[(4-methanesulfonylphenyl)amino]prop-1-yn-1-yl}-N-[1-(1-methylpiperidin-4-yl)piperidin-4-yl]-1-(2,2,2-trifluoroethyl)-1H-indol-4-amine CS(=O)(=O)C1=CC=C(C=C1)NCC#CC=1N(C=2C=CC=C(C2C1)NC1CCN(CC1)C1CCN(CC1)C)CC(F)(F)F